5-(4-fluorophenoxy)pyridine-2-carboxylic acid FC1=CC=C(OC=2C=CC(=NC2)C(=O)O)C=C1